FC1=C(C(=O)O)C=C(C=C1)NC(=O)C1(CC1)C1=C(C=C(C=C1)OC(F)(F)F)F fluoro-5-[({1-[2-fluoro-4-(trifluoromethoxy)phenyl]cyclopropyl}carbonyl)amino]benzoic acid